CC(CN1N=CC(=C1)NC(=O)C=1N=C(SC1)C=1C=NNC1)C N-[1-(2-methylpropyl)-1H-pyrazol-4-yl]-2-(1H-pyrazol-4-yl)-1,3-thiazole-4-carboxamide